(trifluoropropyl)(dimethylphenyl)quinoline tert-butyl-(3R,4S)-4-(4-(3-(2,6-bis(benzyloxy)pyridin-3-yl)-1-methyl-1H-indazol-6-yl)piperidine-1-carbonyl)-3-fluoropiperidine-1-carboxylate C(C)(C)(C)OC(=O)N1C[C@@H]([C@@H](CC1)C(=O)N1CCC(CC1)C1=CC=C2C(=NN(C2=C1)C)C=1C(=NC(=CC1)OCC1=CC=CC=C1)OCC1=CC=CC=C1)F.FC(CCC=1C(=NC2=CC=CC=C2C1)C1=C(C(=CC=C1)C)C)(F)F